NC1=NC(=C(C=C1C=1C=C2CCNC(C2=CC1)=O)C1=CC=C(C=C1)C1CN(CCO1)CC(F)F)F 6-(2-amino-5-(4-(4-(2,2-difluoroethyl)morpholin-2-yl)phenyl)-6-fluoropyridin-3-yl)-3,4-dihydroisoquinolin-1(2H)-one